C(C=C)[C@H]1[C@](CNC1)(C(=O)OCC)N=[N+]=[N-] |r| (rac)-ethyl trans-4-allyl-3-azidopyrrolidine-3-carboxylate